ClC1=C(C=C(OCC(=O)NC23CC(C2)(C3)C(=O)N[C@@H](C)C3=CC=C(C=C3)Cl)C=C1)F 3-[2-(4-chloro-3-fluorophenoxy)acetamido]-N-[(1S)-1-(4-chlorophenyl)ethyl]bicyclo[1.1.1]pentane-1-carboxamide